C(C)OC(C[C@H](NC(=O)NC=1C(N(C=C(C1O)C)C)=O)C=1C=C(C=CC1)C1=C(C=C(C=C1)F)F)=O (S)-3-(2',4'-difluorobiphenyl-3-yl)-3-(3-(4-hydroxy-1,5-dimethyl-2-oxo-1,2-dihydropyridin-3-yl)ureido)propanoic acid ethyl ester